tert-butyl 4-(4-chloro-7-tosyl-7H-pyrrolo[2,3-d]pyrimidin-6-yl)-5,6-dihydropyridine-1(2H)-carboxylate ClC=1C2=C(N=CN1)N(C(=C2)C2=CCN(CC2)C(=O)OC(C)(C)C)S(=O)(=O)C2=CC=C(C)C=C2